FC(C1=NC(=CC=C1OC[C@@](CC(C)C)(C)N)C1=CNC2=NC=C(C=C21)C)F (S)-1-{[2-(difluoromethyl)-6-(5-methyl-1H-pyrrolo[2,3-b]pyridin-3-yl)pyridin-3-yl]oxy}-2,4-dimethyl-2-pentylamine